tetraethyl-methyl-hafnium C(C)[Hf](C)(CC)(CC)CC